NC=1C(=NC(=CN1)C=1C=NN(C1)C1CCNCC1)C=1C=CC(N(N1)C1=C(C(=CC(=C1)OC)OC)F)=O 6-(3-amino-6-(1-(piperidin-4-yl)-1H-pyrazol-4-yl)pyrazin-2-yl)-2-(2-fluoro-3,5-dimethoxyphenyl)pyridazin-3(2H)-one